FC1=C(C(=O)CC(=O)OCC)C=C(C(=C1)F)F Ethyl (2,4,5-trifluorobenzoyl)acetate